phenyl-tolylphenylenediamine C1(=CC=CC=C1)N(C1=C(C=CC=C1)N)C1=C(C=CC=C1)C